(E)-6-(4-(2-Fluoro-5-((4-oxo-7-(3,3,3-trifluoroprop-1-en-1-yl)-3,4-dihydrophthalazin-1-yl)methyl)benzoyl)piperazin-1-yl)nicotinonitrile FC1=C(C(=O)N2CCN(CC2)C2=NC=C(C#N)C=C2)C=C(C=C1)CC1=NNC(C2=CC=C(C=C12)\C=C\C(F)(F)F)=O